COC1=NC=C2CCNCC2=C1 7-methoxy-1,2,3,4-tetrahydro-2,6-naphthyridine